COC1(C=C2CCN3C(C2=CC1)CC=1C=CC(=C(C1C3)OC)OC)CC(=O)O 2-[3,9,10-trimethoxy-5,8,13,13a-tetrahydro-6H-isoquino[3,2-a]isoquinolin-3-yl]-acetic acid